(3R)-3-amino-5-[(4-chlorophenyl)methyl]-1,1-dioxo-7-[5-(p-tolyl)-1,3,4-oxadiazol-2-yl]-2,3-dihydro-1lambda6,5-benzothiazepin-4-one N[C@H]1CS(C2=C(N(C1=O)CC1=CC=C(C=C1)Cl)C=C(C=C2)C=2OC(=NN2)C2=CC=C(C=C2)C)(=O)=O